N-(4-(4-(cyclohexylsulfonamido)phenyl)-1H-pyrrolo[2,3-b]pyridin-6-yl)cyclopropylcarboxamide C1(CCCCC1)S(=O)(=O)NC1=CC=C(C=C1)C1=C2C(=NC(=C1)NC(=O)C1CC1)NC=C2